BrC1=CC=C(C=C1)C(C)(CC)C=1N=C(SC1)N 4-(2-(4-bromophenyl)butan-2-yl)thiazol-2-amine